ClC1=C(C=NN1C)N1C=C(C=CC1=O)C(=O)NC1=CC=C(C=C1)OC(F)(F)Cl 1-(5-Chloro-1-methyl-1H-pyrazol-4-yl)-N-[4-(chlorodifluoromethoxy)phenyl]-6-oxo-1,6-dihydropyridine-3-carboxamide